bis[(4-aminobenzoyl)-3-amino-4-hydroxyphenyl]sulfone NC1=CC=C(C(=O)C2=C(C=CC(=C2N)O)S(=O)(=O)C2=C(C(=C(C=C2)O)N)C(C2=CC=C(C=C2)N)=O)C=C1